CN(C(CNC(COC1=CC=C(C=C1)C1=NC2=C(N1)C=CC(=C2)N2C(C1=CC=C(C=C1C2)N2CCCCC2)=O)=O)=O)CCC2=CC=CC=C2 N-methyl-N~2~-((4-(5-(1-oxo-5-(piperidin-1-yl)-1,3-dihydro-2H-isoindol-2-yl)-1H-benzimidazol-2-yl)phenoxy)acetyl)-N-(2-phenylethyl)glycinamide